tert-Butyl 2-methyl-4-(1H-1,2,3-triazol-5-yl)piperidine-1-carboxylate CC1N(CCC(C1)C1=CN=NN1)C(=O)OC(C)(C)C